C(C)(C)(C)OC(=O)N(C1=NC=CC(=C1)C=1OC=C(N1)C(=O)NC=1C(=NN(C1)C=1C=C(C(=O)OC)C=CC1)C(N)=O)CC(F)(F)F Methyl 3-[4-[[2-[2-[tert-butoxycarbonyl(2,2,2-trifluoroethyl)amino]-4-pyridyl]oxazole-4-carbonyl]amino]-3-carbamoyl-pyrazol-1-yl]benzoate